OC1=C(OC=CC1=O)\C=C\C1=CC=C(C=C1)Br (E)-3-hydroxy-2-(4-bromostyryl)-4H-pyran-4-one